1-(3-(4-Methoxyphenyl)-1,2,4-oxadiazol-5-yl)-N-((1-(thiazol-2-ylmethyl)pyrrolidin-3-yl)methyl)piperidine-4-carboxamide COC1=CC=C(C=C1)C1=NOC(=N1)N1CCC(CC1)C(=O)NCC1CN(CC1)CC=1SC=CN1